ClC1=C(C=CC(=C1)Cl)C1=C(C2=C(C=3C=CNC3C=C2)CCC1)C1=CC=C(C=C1)O[C@@H]1CN(CC1)CCCF (S)-7-(2,4-dichlorophenyl)-6-(4-((1-(3-fluoropropyl)pyrrolidin-3-yl)oxy)phenyl)-3,8,9,10-tetrahydrocyclohepta[e]indole